2-(2-(2-azidoethoxy)ethoxy)acetic acid N(=[N+]=[N-])CCOCCOCC(=O)O